5-(5-((1-aminocyclopropyl)(phenyl)methoxy)-1H-indazol-1-yl)-1-methylpyridin-2(1H)-one NC1(CC1)C(OC=1C=C2C=NN(C2=CC1)C=1C=CC(N(C1)C)=O)C1=CC=CC=C1